2-[1-[2,6-difluoro-4-(2-propylthio-3-pyridinyl)phenyl]-4-piperidinyl]acetic acid FC1=C(C(=CC(=C1)C=1C(=NC=CC1)SCCC)F)N1CCC(CC1)CC(=O)O